COCOC1=C(C=CC=C1)C=1N=NC=2NC=3CCN(C(C3C2C1)C)C1=NC=C(C=N1)C=1CCN(CC1)C(=O)OC(C)(C)C tert-butyl 4-[2-[12-[2-(methoxymethoxy)phenyl]-3-methyl-4,8,10,11-tetrazatricyclo[7.4.0.02,7]trideca-1(9),2(7),10,12-tetraen-4-yl]pyrimidin-5-yl]-3,6-dihydro-2H-pyridine-1-carboxylate